C1(CC1)C1=NC=NC(=C1C=1N=C(C2=C(N1)CNC2)NCC2=CC=C(C=C2)C=2N(C=C(N2)C(F)(F)F)C)OC 2-(4-cyclopropyl-6-methoxypyrimidin-5-yl)-N-(4-(1-methyl-4-(trifluoromethyl)-1H-imidazol-2-yl)benzyl)-6,7-dihydro-5H-pyrrolo[3,4-d]pyrimidin-4-amine